C(N)(O[C@H]1CCC2=C(C=CC=C12)C(NC1=CC(=C(C=C1)F)F)=O)=O (S)-(4-((3,4-difluorophenyl)carbamoyl)-2,3-dihydro-1H-inden-1-yl) carbamate